O=C1N(C=CC(N1)=O)C=1C=NN2C1C=C(C=C2)C[C@H]2C[C@@H](N(CC2)C(=O)OC(C)(C)C)C tert-butyl (2S,4R)-4-((3-(2,4-dioxo-3,4-dihydropyrimidin-1(2H)-yl)pyrazolo[1,5-a]pyridin-5-yl)methyl)-2-methylpiperidine-1-carboxylate